C([C@@H]1[C@H]([C@@H]([C@@H]([C@H](O1)OC[C@@H]2[C@@H]([C@@H]([C@H]([C@H](O2)O)O)O)O)O)O)O)O The molecule is a glycosylgalactose composed of alpha-D-mannopyranose and alpha-D-galactopyranose units. It has a role as a plant metabolite and a mouse metabolite.